C(C)(C)N1N=NC=2C=CC=3C=NC(=NC3C21)NC2CCC(CC2)NCCOC (1R,4R)-N1-(1-isopropyl-1H-[1,2,3]triazolo[4,5-h]quinazolin-8-yl)-N4-(2-methoxyethyl)cyclohexane-1,4-diamine